5-(triazol-1-yl)isophthalic acid anion N1(N=NC=C1)C=1C=C(C=C(C(=O)[O-])C1)C(=O)[O-]